6-(cyclopropanecarboxamido)-4-((2-methoxy-3-(1-methyl-1H-1,2,4-triazol-3-yl)phenyl)amino)-N-(methyl-d3)pyridazine-3-carboxamide hydrochloride Cl.C1(CC1)C(=O)NC1=CC(=C(N=N1)C(=O)NC([2H])([2H])[2H])NC1=C(C(=CC=C1)C1=NN(C=N1)C)OC